(1R,2S,5S)-3-[3,5-bis(trifluoromethyl)benzoyl]-6,6-dimethyl-N'-[[(3S)-2-oxopyrrolidin-3-yl]methyl]-3-azabicyclo[3.1.0]hexane-2-carbohydrazide FC(C=1C=C(C(=O)N2[C@@H]([C@H]3C([C@H]3C2)(C)C)C(=O)NNC[C@H]2C(NCC2)=O)C=C(C1)C(F)(F)F)(F)F